C(C)(C)(C)O[Mo]OC(C)(C)C di-tert-butoxymolybdenum